N1CC(CC1)[C@H](C(=O)O)C 2-(R)-pyrrolidin-3-ylpropionic acid